dihydrospiro[indene-2,4'-piperidine]-4-carboxamide N1CCC2(CC1)CC=1C=CC=C(C1C2)C(=O)N